C(#N)C1=CC=2N(N=C1)C(=CC2)C2=NC=C(C(=C2)NC2CC(C2)CNC(OC)=O)C=2SC(=NN2)C2CCC(CC2)NC(=O)N2CCOCC2 methyl (((1R,3r)-3-((2-(3-cyanopyrrolo[1,2-b]pyridazin-7-yl)-5-(5-((1r,4R)-4-(morpholine-4-carboxamido)cyclohexyl)-1,3,4-thiadiazol-2-yl)pyridin-4-yl)amino)cyclobutyl)methyl)carbamate